F.OC1=NOC(=C1)C 3-hydroxy-5-methylisoxazole hydrofluoric acid salt